FC=1C=C2C(=CC=NC2=CC1)C1CC2(C1)CCC(CC2)C(=O)O (±)-2-(6-fluoroquinoline-4-yl)spiro[3.5]nonane-7-carboxylic acid